dimethyl 6-bromo-7-methyl-3-oxo-1,3-dihydroisobenzofuran-1-ylphosphonate BrC1=CC=C2C(OC(C2=C1C)P(OC)(OC)=O)=O